1-ethynyl-2-methoxy-benzene C(#C)C1=C(C=CC=C1)OC